FC(C1=NOC(=N1)C=1C(=NC(=NC1)NC=1C=C2C=CCS(C2=CC1)(=O)=O)N[C@H](CO)C1=CC=CC=C1)F (2S)-2-[[5-[3-(difluoromethyl)-1,2,4-oxadiazol-5-yl]-2-[(1,1-dioxo-2H-thiochromen-6-yl)amino]pyrimidin-4-yl]amino]-2-phenyl-ethanol